ClC=1C(=C2C(=CN1)SC=C2)N(CCO)C 2-((5-chlorothieno[2,3-c]pyridin-4-yl)(methyl)amino)ethan-1-ol